FC(C=1C=C(C=CC1)C#CC1CCN(CC1)C(=O)OC(C)(C)C)(F)F tert-butyl 4-((3-(trifluoromethyl)phenyl)ethynyl)piperidine-1-carboxylate